N1=C(NCCCNC2=NC(=NC(=N2)N)N)N=C(N)N=C1N trimethylenebismelamine